C(C)C1(COC1)COC(C(Cl)(C(C(C(C)C)C(C)C)C(C)C)O)(Cl)C(C(C(C)C)C(C)C)C(C(C)C)C(C)C dimethyldimethyldimethyldimethyldimethyldimethyldimethyldimethyldimethyldimethyldimethyldimethyldimethyldichloroethylene glycol (3-ethyl-3-oxetanylmethyl) ether